(1-(2-((2-(1-(Cyclopropylsulfonyl)-1H-pyrazol-4-yl)pyrimidin-4-yl)amino)-5-((1-(2-morpholinoethyl)-1H-pyrazol-4-yl)ethynyl)pyridin-4-yl)-4-methylpiperidin-4-yl)methanol C1(CC1)S(=O)(=O)N1N=CC(=C1)C1=NC=CC(=N1)NC1=NC=C(C(=C1)N1CCC(CC1)(C)CO)C#CC=1C=NN(C1)CCN1CCOCC1